D-gluconate O=C([C@H](O)[C@@H](O)[C@H](O)[C@H](O)CO)[O-]